OC1=C(C=C(NC2=NC(=NC(=N2)SCCCCCCCC)SCCCCCCCC)C=C1C(C)(C)C)C(C)(C)C 6-(4-hydroxy-3,5-di-tert-butylanilino)-2,4-bis-octylthio-1,3,5-triazine